C(C)(C)(C)OC(=O)N1CC2(C1)CN(C[C@@H]2C(=O)O)C(=O)C2=CN=CS2 (R)-2-(tert-butoxycarbonyl)-6-(thiazole-5-carbonyl)-2,6-diazaspiro[3.4]octane-8-carboxylic acid